tert-butyl 2-[(5-chloro-2,4-difluoro-phenyl)-methyl-carbamoyl]-3,3-dimethyl-indoline-1-carboxylate ClC=1C(=CC(=C(C1)N(C(=O)C1N(C2=CC=CC=C2C1(C)C)C(=O)OC(C)(C)C)C)F)F